isopropyl-2-oxoacetamide C(C)(C)C(C(=O)N)=O